N-[1-[(2R,3S,4S,5R)-3-cyano-4-hydroxy-5-(hydroxymethyl)oxolan-2-yl]-2-oxopyrimidin-4-yl]hexadecanamide C(#N)[C@@H]1[C@@H](O[C@@H]([C@H]1O)CO)N1C(N=C(C=C1)NC(CCCCCCCCCCCCCCC)=O)=O